N-(2-(2-(2-azidoethoxy)ethoxy)ethyl)-4-((4-((2-(2-(2-benzamidoethoxy)ethoxy)ethyl)amino)-6-((4-hydroxyphenyl)amino)1,3,5-triazin-2-yl)amino)benzamide N(=[N+]=[N-])CCOCCOCCNC(C1=CC=C(C=C1)NC1=NC(=NC(=N1)NCCOCCOCCNC(C1=CC=CC=C1)=O)NC1=CC=C(C=C1)O)=O